N[C@H](C(=O)O)CC1=CC=C(C=C1)OCC(=O)N1CCN(CC1)CC(=O)O (S)-2-amino-3-(4-(2-(4-(carboxymethyl)piperazin-1-yl)-2-oxoethoxy)phenyl)propanoic acid